N-(4-fluorobenzyl)-N-(1-phenethylpiperidin-4-yl)propanamide FC1=CC=C(CN(C(CC)=O)C2CCN(CC2)CCC2=CC=CC=C2)C=C1